FC=1C=C(C=CC1)C=1C(=NN(C(C1C)=O)CC(=O)OC)C(C)C methyl 2-(4-(3-fluorophenyl)-3-isopropyl-5-methyl-6-oxopyridazin-1(6H)-yl)acetate